[Cl-].C(CCCCCCCCCCC)[N+]1=CC=C(C=C1)CC 1-dodecyl-4-ethylpyridinium chloride